C1(=CC=CC=C1)C1CCCCC1 (1S,4s)-4-phenylcyclohexane